COC=1C=C(C=CC1S(=O)(=O)N1CC2=CC=C(C=C2C1)C(C)=O)C=1C=C2C=NNC2=CC1 5-(3-methoxy-4-((5-acetyl-isoindolin-2-yl)sulfonyl)phenyl)-1H-indazole